(S)-5-Butyl-9-[1-(4,6-dimethyl-pyrimidine-5-carbonyl)-4-methyl-piperidin-4-yl]-3-(tetrahydro-pyran-4-ylmethyl)-1-oxa-3,9-diaza-spiro[5.5]undecan-2-one C(CCC)[C@H]1CN(C(OC12CCN(CC2)C2(CCN(CC2)C(=O)C=2C(=NC=NC2C)C)C)=O)CC2CCOCC2